C(C=C)(=O)N1[C@H](CN(CC1)C1=NC(=NC=2CC(CCC12)N1CCCC2=CC=C(C=C12)OC)OC[C@H]1N(CCC1)CC)CC#N 2-((2S)-1-Acryloyl-4-(2-(((S)-1-ethylpyrrolidin-2-yl)methoxy)-7-(7-methoxy-3,4-dihydroquinolin-1(2H)-yl)-5,6,7,8-tetrahydroquinazolin-4-yl)piperazin-2-yl)acetonitrile